ClC=1C=C(C=CC1Cl)NC(=O)[C@H]1[C@H]2C[C@@H]([C@@H]([C@@H]1C=1C=NC(=NC1)C)O2)O (1R,2R,3S,4R,5S)-N-(3,4-dichlorophenyl)-5-hydroxy-3-(2-methylpyrimidin-5-yl)-7-oxabicyclo[2.2.1]Heptane-2-carboxamide